N-(4-(2-(4-acrylamidophenyl)-4-amino-7-cyano-1-methyl-1H-pyrrolo[3,2-c]pyridin-3-yl)-2-methoxyphenyl)-N-methylcyclopropanecarboxamide C(C=C)(=O)NC1=CC=C(C=C1)C1=C(C=2C(=NC=C(C2N1C)C#N)N)C1=CC(=C(C=C1)N(C(=O)C1CC1)C)OC